ClC1=C2CC(N=C(C2=CC=C1)C=1C=NC2=CC=CC=C2C1)(C)C 3-(5-chloro-3,3-dimethyl-3,4-dihydroisoquinolin-1-yl)quinoline